C(C1=CC=CC=C1)N(C=1C=C(C=C(C1)F)CC(C)O)CC1=CC=CC=C1 (3-(dibenzylamino)-5-fluorophenyl)propan-2-ol